t-butyl (2R,5S)-5-((S)-1-hydroxyethyl)-2-methylpiperazine-1-carboxylate O[C@@H](C)[C@H]1NC[C@H](N(C1)C(=O)OC(C)(C)C)C